Methyl 6-chloro-7-methoxy-4-(4-methoxyphenethyl)-3,4-dihydro-2H-benzo[b][1,4]oxazine-8-carboxylate ClC1=CC2=C(OCCN2CCC2=CC=C(C=C2)OC)C(=C1OC)C(=O)OC